Cl.FC(COC1=NC=CC(=C1)CN)(C)F [2-(2,2-difluoropropoxy)pyridin-4-yl]methylamine hydrochloride